COC(C1=C(C=C(C(=C1)C1=NOC(=C1)C1CC1)C)F)=O 5-(5-cyclopropyl-1,2-oxazol-3-yl)-2-fluoro-4-methylbenzoic acid methyl ester